C(C)(C)(C)C12CNCC(CC1)N2C=2SC(=C(N2)C2=C(C(=CC=C2)N)F)C2=NC(=NC=C2)NC2CC1(CS(C1)(=O)=O)C2 tert-Butyl-8-(4-(3-amino-2-fluorophenyl)-5-(2-((2,2-dioxido-2-thiaspiro[3.3]heptan-6-yl)amino)pyrimidin-4-yl)thiazol-2-yl)-3,8-diazabicyclo[3.2.1]octane